2-(5'-bromo-4-hydroxy-2',3'-dihydrospiro[cyclohexane-1,1'-inden]-4-yl)acetic acid tert-butyl ester C(C)(C)(C)OC(CC1(CCC2(CCC3=CC(=CC=C23)Br)CC1)O)=O